OC1=CC=C(C=C1)C=CC(=O)C1=CC=C(C=C1)S(=O)(=O)NC1=CC=C(C=C1)OC 4-[3-(4-Hydroxyphenyl)prop-2-enoyl]-N-(4-methoxyphenyl)benzene-1-sulfonamide